1-[3-(4-Piperidyl)phenyl]hexahydropyrimidine-2,4-dione hydrochloride Cl.N1CCC(CC1)C=1C=C(C=CC1)N1C(NC(CC1)=O)=O